ClC1=C(CNC(=O)[C@]2(C=3C=CC=NC3[C@@H](CC2)O)F)C(=CC(=C1)C(F)(F)F)Cl (5s,8r)-N-(2,6-dichloro-4-(trifluoromethyl)benzyl)-5-fluoro-8-hydroxy-5,6,7,8-tetrahydroquinoline-5-carboxamide